(3-aminopropyl)dimethylmethoxysilane NCCC[Si](OC)(C)C